9-(1-isopropyl-1H-indazol-5-yl)-8-(1-methyl-1H-pyrazol-4-yl)-1-(1-(methylsulfonyl)piperidin-4-yl)-1,3,4,7-tetrahydro-2H-pyrrolo[3',2':5,6]pyrido[4,3-d]pyrimidin-2-one C(C)(C)N1N=CC2=CC(=CC=C12)C1=C(NC2=C1C=1N(C(NCC1C=N2)=O)C2CCN(CC2)S(=O)(=O)C)C=2C=NN(C2)C